4-chloro-benzyl-amine ClC1=CC=C(CN)C=C1